dipentene (cyclopentenyl)acrylate C1(=CCCC1)OC(C=C)=O.C=CCCC.C=CCCC